NC1CN(CC1O)C(=O)OC(C)(C)C tert-Butyl 3-amino-4-hydroxypyrrolidine-1-carboxylate